4-bromo-1,2-bis(3-bromopropoxy)benzene BrC1=CC(=C(C=C1)OCCCBr)OCCCBr